ClC=1C=C2CC[C@]3(C2=CC1)CNC1=C(OC3)C=CC(=C1)C(=O)OC(C)(C)C (S)-TERT-BUTYL 5'-CHLORO-2',3',4,5-TETRAHYDRO-2H-SPIRO[BENZO[B][1,4]OXAZEPINE-3,1'-INDENE]-7-CARBOXYLATE